C[C@@H]1C[C@@H](CN1)N(C(=O)C=1N=C(SC1)C=1C=NN(C1)C1=CC=CC=C1)C(C)C N-[(3s,5r)-5-methylpyrrolidin-3-yl]-2-(1-phenyl-1H-pyrazol-4-yl)-N-(propane-2-yl)-1,3-thiazole-4-carboxamide